(2-methyl-6-(6-methyl-7-oxo-6,7-dihydro-1H-pyrrolo[2,3-c]pyridin-4-yl)-1-(4-(methylsulfonyl)benzyl)-1H-benzo[d]imidazol-4-yl)ethylsulfonamide CC1=NC2=C(N1CC1=CC=C(C=C1)S(=O)(=O)C)C=C(C=C2CCS(=O)(=O)N)C=2C1=C(C(N(C2)C)=O)NC=C1